1-[(2-hydroxy-4-nitrophenyl)azo]-2-naphthol OC1=C(C=CC(=C1)[N+](=O)[O-])N=NC1=C(C=CC2=CC=CC=C12)O